2-Bromo-1-chloromethyl-4-isopropyl-3,5-dimethoxybenzene BrC1=C(C=C(C(=C1OC)C(C)C)OC)CCl